C1=NC=CC=2NC=3C=C(C=CC3C21)C=2C=CC(=NC2)OC2CC(C2)OC2=CC=C(C=N2)C#CCOC=2C=C1CN(C(C1=CC2)=O)C2C(NC(CC2)=O)=O 3-(5-((3-(6-((1r,3r)-3-((5-(5H-pyrido[4,3-b]indol-7-yl)pyridin-2-yl)oxy)cyclobutoxy)pyridin-3-yl)prop-2-yn-1-yl)oxy)-1-oxoisoindolin-2-yl)piperidine-2,6-dione